NC1=C2N(C(N(C2=NC(=N1)NC1=C(C=C(C=C1)S(=O)(=O)C)F)C1CCC1)=O)C1=C2C=NNC2=CC=C1 6-amino-9-cyclobutyl-2-{[2-fluoro-4-(methylsulfonyl)phenyl]amino}-7-(1H-indazol-4-yl)-7,9-dihydro-8H-purin-8-one